1-(4-vinyl-2-hydroxyphenyl)-ethanone C(=C)C1=CC(=C(C=C1)C(C)=O)O